(2S)-5-(3-aminopyrazin-2-yl)-2-{[(tert-butoxy)carbonyl]amino}pentanoic acid NC=1C(=NC=CN1)CCC[C@@H](C(=O)O)NC(=O)OC(C)(C)C